FC(C1=NN(C2=CC(=CC=C12)F)C1=NC=C(C=N1)C(=O)O)F 2-(3-(Difluoromethyl)-6-fluoro-1H-indazol-1-yl)pyrimidine-5-carboxylic acid